ClC=1C=C(C=C(C1)C)CN 1-(3-chloro-5-methylphenyl)methanamine